C(C)N([C@@H]1CC[C@H](CC1)NC(OC(C)(C)C)=O)C=1C=C(C=C(C1C)C(NCC=1C(NC(=CC1OC)C)=O)=O)C1=CC=C(C=C1)OCCOC tert-butyl ((trans)-4-(ethyl(5-(((4-methoxy-6-methyl-2-oxo-1,2-dihydropyridin-3-yl)methyl)carbamoyl)-4'-(2-methoxyethoxy)-4-methyl-[1,1'-biphenyl]-3-yl)amino)cyclohexyl)carbamate